rac-(E)-3-((3-butyl-3-ethyl-5-(4-fluorophenyl)-7-(methylthio)-1,1-dioxo-2,3,4,5-tetrahydro-1,5-benzothiazepin-8-yl)oxy)acrylic acid C(CCC)C1(CS(C2=C(N(C1)C1=CC=C(C=C1)F)C=C(C(=C2)O/C=C/C(=O)O)SC)(=O)=O)CC